FC=1C=C(C=CC1[N+](=O)[O-])C1=NN=NN1 5-(3-fluoro-4-nitro-phenyl)-1H-tetrazole